(E)-N-(3-(4-chloro-2-methylphenoxy)propylidene)-2-methylpropane-2-sulfinamide ClC1=CC(=C(OCC\C=N\S(=O)C(C)(C)C)C=C1)C